ClCC=1C=C(C=NC1F)NC1C(NC(CC1)=O)=O 3-((5-(chloromethyl)-6-fluoropyridin-3-yl)amino)piperidine-2,6-dione